4-((2-(hydroxymethyl)-4H-benzo[b][1,2,4]triazolo[1,5-d][1,4]oxazin-6-yl)amino)-N-methylpyridazine-3-carboxamide OCC1=NN2C3=C(OCC2=N1)C(=CC=C3)NC3=C(N=NC=C3)C(=O)NC